(1R,2S,5S)-N-((S)-1-cyano-2-((S)-2-oxopyrrolidin-3-yl)ethyl)-3-((S)-3,3-dimethyl-2-propionylaminobutyryl)-6,6-dimethyl-3-azabicyclo[3.1.0]hexane-2-carboxamide C(#N)[C@H](C[C@H]1C(NCC1)=O)NC(=O)[C@@H]1[C@H]2C([C@H]2CN1C([C@H](C(C)(C)C)NC(CC)=O)=O)(C)C